CC1CN2C(OC1)=C(C=N2)S(=O)(N)=NC(C2=CC=CC=C2)(C2=CC=CC=C2)C2=CC=CC=C2 6-methyl-N'-trityl-6,7-dihydro-5H-pyrazolo[5,1-b][1,3]oxazine-3-sulfonimidamide